COC(=O)C1(OC2=C(C1)C=CC(=C2)F)C 6-fluoro-2-methyl-2,3-dihydrobenzofuran-2-carboxylic acid methyl ester